BrC=1C=C2C(=NNC(C2=C(C1)I)=O)CO 6-bromo-4-(hydroxymethyl)-8-iodophthalazin-1(2H)-one